N-(pyrimidin-2-ylmethyl)-1-[5-(trifluoromethyl)-2-pyridyl]methanamine N1=C(N=CC=C1)CNCC1=NC=C(C=C1)C(F)(F)F